C1N(CCC2=CC=CC=C12)C1N(CCCC1O)C1=NC=NC(=C1)NC=1C=NC=CC1 (3,4-dihydroisoquinolin-2(1H)-yl)-1-(6-(pyridin-3-ylamino)pyrimidin-4-yl)piperidin-3-ol